((1R,2S)-2-isopropylcyclopropyl)methyl((2-(2,6-dioxopiperidin-3-yl)-3-oxoisoindolin-5-yl)methyl)carbamate C(C)(C)[C@H]1[C@@H](C1)OC(N(CC=1C=C2C(N(CC2=CC1)C1C(NC(CC1)=O)=O)=O)C)=O